(R)-3-Hydroxy-1-methyl-3-(3-(3-(1-methyl-3-nitro-1H-pyrazolo[4,3-b]pyridin-5-yl)phenyl)isoxazol-5-yl)pyrrolidin-2-one O[C@@]1(C(N(CC1)C)=O)C1=CC(=NO1)C1=CC(=CC=C1)C1=CC=C2C(=N1)C(=NN2C)[N+](=O)[O-]